N'-((1-(cyclopropylmethyl)-3,5-diisopropyl-1H-pyrazol-4-yl)carbamoyl)-6,7-dihydro-5H-pyrazolo[5,1-b][1,3]oxazine-3-sulfonimidamide C1(CC1)CN1N=C(C(=C1C(C)C)NC(=O)N=S(=O)(N)C=1C=NN2C1OCCC2)C(C)C